(2S)-2-(1-chlorocyclopropyl)-4-[(1S)-2,2-dichloro-cyclopropyl]-1-(1H-1,2,4-triazol-1-yl)butan-2-ol ClC1(CC1)[C@@](CN1N=CN=C1)(CC[C@@H]1C(C1)(Cl)Cl)O